[Cl-].[Cl-].C1(CCC1)=[Zr+2](C1C(=CC2=C(C(=C(C=C12)C)C)C1=CC=CC=C1)C=1OC(=CC1)C(C)(C)C)C1C(=CC2=C(C(=C(C=C12)C)C)C1=CC=CC=C1)C=1OC(=CC1)C(C)(C)C Cyclobutylidenebis[2-(5-tert-butyl-2-furyl)-4-phenyl-5,6-dimethyl-1-indenyl]zirconium dichloride